FC=1C=C(C=CC1F)CNC(O[C@H]1[C@H](NC[C@@H]1O)CC1=CC=C(C=C1)OC)=O (2R,3S,4S)-4-hydroxy-2-[(4-methoxyphenyl)methyl]pyrrolidin-3-yl N-[(3,4-difluorophenyl)methyl]carbamate